ClC1=NC=C(C(=C1)C1=C(C=NC(=C1)C)C(=O)NC=1SC2=C(N1)CN(C2)C(=O)C2CC(CCC2)O)OC 2'-chloro-N-(5-(3-hydroxycyclohexane-1-carbonyl)-5,6-dihydro-4H-pyrrolo[3,4-d]thiazol-2-yl)-5'-methoxy-6-methyl-[4,4'-bipyridine]-3-carboxamide